1-[3-(5-{[(5-chlorothiophen-2-yl)methyl]amino}-4-methyl-1-(5-methylfuran-3-carbonyl)-1H-pyrazol-3-yl)pyrrolidin-1-yl]-2,2-dimethylpropan-1-one ClC1=CC=C(S1)CNC1=C(C(=NN1C(=O)C1=COC(=C1)C)C1CN(CC1)C(C(C)(C)C)=O)C